C(C)C1(COC1)COCCCO 3-ethyl-3-(3-hydroxypropyl)oxymethyloxetane